COC(C1CCN(CC1)C1=CC=C(C=N1)O)OC 6-(4-(dimethoxymethyl)piperidin-1-yl)pyridin-3-ol